5-ethoxy-1,3-pentanediol C(C)OCCC(CCO)O